C(CO)(=O)N glycolamide